CC1=C(C(=CC(=C1)C)C(CCCCCCCCCCCCCC)C)O 2,4-dimethyl-6-(1'-methyl-1'-tetradecyl-methyl)-phenol